N1=CN=C(C2=C1NC=C2)N2CCN(CC2)CC(=O)NC2=CC=C(C=C2)S(NC2CC2)(=O)=O 2-(4-(7H-pyrrolo[2,3-d]pyrimidin-4-yl)piperazin-1-yl)-N-(4-(N-cyclopropylsulfamoyl)phenyl)acetamide